CC(C=C)(OCCC=O)C 3-(1,1-dimethylallyloxy)propanal